1-(4-[7-[6-amino-4-methyl-3-(trifluoromethyl)pyridin-2-yl]-6-chloro-2-methylquinazolin-4-yl]piperazin-1-yl)prop-2-en-1-one NC1=CC(=C(C(=N1)C1=C(C=C2C(=NC(=NC2=C1)C)N1CCN(CC1)C(C=C)=O)Cl)C(F)(F)F)C